C(C)(C)OC=O isopropyl-format